BrC=1C=CC=2NC(N3CCCC(C1C23)=O)=O 5-bromo-8,9-dihydro-2,9a-diazabenzo[cd]azulene-1,6(2h,7h)-dione